C(C=C)(=O)OCC(CC(C(C(C(C(C(C(C(F)(F)F)(F)F)(F)F)(F)F)(F)F)(F)F)(F)F)(F)F)O 3-(perfluorooctyl)-2-hydroxypropyl acrylate